benzyl (3S,5R)-3-methyl-5-((5-(4,4,5,5-tetramethyl-1,3,2-dioxaborolan-2-yl)-1-((2-(trimethylsilyl)ethoxy)methyl)-1H-pyrrolo[2,3-b]pyridin-4-yl)amino)piperidine-1-carboxylate C[C@@H]1CN(C[C@@H](C1)NC1=C2C(=NC=C1B1OC(C(O1)(C)C)(C)C)N(C=C2)COCC[Si](C)(C)C)C(=O)OCC2=CC=CC=C2